1-tetradecanoyl-RAC-glycerol C(CCCCCCCCCCCCC)(=O)OC[C@H](O)CO |r|